ClC1=CN(C2=C1N=NC(=C2)N2C(NC(C=C2)=O)=O)CC(C)C (7-chloro-5-isobutyl-5H-pyrrolo[3,2-c]pyridazin-3-yl)pyrimidine-2,4(1H,3H)-dione